(6-bromo-5-((4-fluorophenyl)amino)-1H-indazol-1-yl)-2,2-dimethylpropan-1-one BrC1=C(C=C2C=NN(C2=C1)C(C(C)(C)C)=O)NC1=CC=C(C=C1)F